C1(CCCC1)C1=CC(=C2C=NC(=NN21)N[C@H]2[C@@H](CN(CC2)S(=O)(=O)C)OC(F)(F)F)F 7-cyclopentyl-5-fluoro-N-((3R,4R)-1-(methylsulfonyl)-3-(trifluoromethoxy)piperidin-4-yl)pyrrolo[2,1-f][1,2,4]triazin-2-amine